2-(2-aminoethoxy)ethyl cinnamate hydrochloride Cl.C(C=CC1=CC=CC=C1)(=O)OCCOCCN